1'-(3-chloro-4-methoxy-2-pyridinyl)-2-(2-ethoxy-3-pyridinyl)-7-[[(2R)-pyrrolidin-2-yl]methyl]spiro[6,8-dihydro-1,7-naphthyridine-5,4'-piperidine] formate salt C(=O)O.ClC=1C(=NC=CC1OC)N1CCC2(CC1)C=1C=CC(=NC1CN(C2)C[C@@H]2NCCC2)C=2C(=NC=CC2)OCC